BrCC=1C2=C(SC1)C(=CC=C2)Cl 3-bromomethyl-7-chlorobenzo[b]thiophene